N1-(5-(4-isopropylpiperidin-1-yl)pyrimidin-2-yl)cyclohexane-1,4-diamine C(C)(C)C1CCN(CC1)C=1C=NC(=NC1)NC1CCC(CC1)N